O=C(CCOCCC)N1CCN(CC1)C1=NC=C(C=N1)C(F)(F)F 1-(3-oxo-3-(4-(5-(trifluoromethyl)pyrimidin-2-yl)piperazin-1-yl)propoxy)propan